7-(4,4,5,5-tetramethyl-1,3,2-dioxaborolan-2-yl)benzo[c][1,2,5]thiadiazole-4-carbaldehyde CC1(OB(OC1(C)C)C1=CC=C(C=2C1=NSN2)C=O)C